8-(2,4-dimethylphenyl)-9-(4-(fluoro(1-(3-fluoropropyl)azetidin-3-yl)methyl)phenyl)-6,7-dihydro-5H-benzo[7]annulene-3-carboxylic acid CC1=C(C=CC(=C1)C)C=1CCCC2=C(C1C1=CC=C(C=C1)C(C1CN(C1)CCCF)F)C=CC(=C2)C(=O)O